6-chloro-3-iodo-1-trityl-1H-pyrrolo[3,2-C]pyridine ClC1=CC2=C(C=N1)C(=CN2C(C2=CC=CC=C2)(C2=CC=CC=C2)C2=CC=CC=C2)I